BrC=1C=CC(=NC1)C1=NC(=CN1C)C(F)(F)F 5-bromo-2-[3-methyl-5-(trifluoromethyl)imidazol-2-yl]pyridine